C(CCCCCCCCCCC)OCCOCCOCCOCCOCCOCCOCCOCCOCCOCCO Decaethylene glycol Monododecyl ether